4-((7R)-4-(3-acrylamidoazepan-1-yl)-2-(((2S,4R)-4-fluoro-1,2-dimethylpyrrolidin-2-yl)methoxy)-7,8-dihydro-6H-pyrano[3,2-d]pyrimidin-7-yl)-5-ethynyl-6-fluoronaphthalen-2-yl isobutyrate C(C(C)C)(=O)OC1=CC2=CC=C(C(=C2C(=C1)[C@H]1CC=2N=C(N=C(C2OC1)N1CC(CCCC1)NC(C=C)=O)OC[C@]1(N(C[C@@H](C1)F)C)C)C#C)F